COC(=O)C=1N=C(OC1)[C@H]([C@H](CC)C)NC(=O)OC(C)(C)C 2-{(1S,2S)-1-[(tert-Butoxycarbonyl)amino]-2-methylbutyl}-1,3-oxazole-4-carboxylic acid methyl ester